3-(4-chlorophenyl)-5-[2-(3,5-dimethyl-1H-pyrazol-4-yl)ethyl]-2-methyl-1H-pyrazolo[1,5-a]pyrimidin-7-one ClC1=CC=C(C=C1)C1=C(NN2C1=NC(=CC2=O)CCC=2C(=NNC2C)C)C